C(C)(C)C1CCC(=CC1SC(C(=O)O)C)C 2-((6-isopropyl-3-methylcyclohex-2-en-1-yl)thio)propanoic acid